FC(S(=O)(=O)OC1=CC=2C3=C(N=CC2C=C1)NN=C3)(F)F 3H-pyrazolo[3,4-c]isoquinolin-8-yl trifluoromethanesulfonate